[Ir+3].CC1(NN(C(=N1)C1=CC=CC=C1)C1=C(C=CC=C1)C)C(=O)[O-].CC1(NN(C(=N1)C1=CC=CC=C1)C1=C(C=CC=C1)C)C(=O)[O-].CC1(NN(C(=N1)C1=CC=CC=C1)C1=C(C=CC=C1)C)C(=O)[O-] tris[3-methyl-1-(2-methylphenyl)-5-phenyl-1H-1,2,4-triazolat] iridium (III)